2,6-dimethoxy-4-[5-(1-methylpyrazol-4-yl)benzimidazol-1-yl]-N-(2-pyridylmethyl)benzamide COC1=C(C(=O)NCC2=NC=CC=C2)C(=CC(=C1)N1C=NC2=C1C=CC(=C2)C=2C=NN(C2)C)OC